FCCC12CC(C1)(C2)NC(C)=O N-(3-(2-fluoroethyl)bicyclo[1.1.1]pentan-1-yl)acetamide